(2R,4R)-1-(2-((3-cyanobenzyl)oxy)-4-((1-(2,3-dihydrobenzo[b][1,4]dioxin-6-yl)-2-oxo-1,2-dihydropyridin-3-yl)methoxy)-5-methylbenzyl)-4-hydroxypyrrolidine-2-carboxylic acid C(#N)C=1C=C(COC2=C(CN3[C@H](C[C@H](C3)O)C(=O)O)C=C(C(=C2)OCC=2C(N(C=CC2)C2=CC3=C(OCCO3)C=C2)=O)C)C=CC1